C(C)(C)C=1C=C(C(=O)NC2=CC(=CC=C2)[C@H](C)SC2=NN=CN2C)C=CC1 (S)-3-Isopropyl-N-(3-(1-((4-methyl-4H-1,2,4-triazol-3-yl)thio)ethyl)phenyl)benzamide